CC1=NC=2N(C(=C1)C)N=C(C2)C2=CC=CC=C2 5,7-dimethyl-2-phenylpyrazolo[1,5-a]pyrimidine